(3-fluoro-4-formyl-8-oxo-5,6,7,8-tetrahydronaphthalen-1-yl)acetamide FC=1C=C(C=2C(CCCC2C1C=O)=O)CC(=O)N